BrC=1N(C(=C(N1)C(=O)OCC)C(C1=CC=C(C=C1)Cl)Cl)CCCO[Si](C1=CC=CC=C1)(C1=CC=CC=C1)C(C)(C)C ethyl 2-bromo-1-(3-((tert-butyldiphenylsilyl)oxy)propyl)-5-(chloro(4-chlorophenyl)methyl)-1H-imidazole-4-carboxylate